tolyltriazole, sodium salt [Na].C1(=C(C=CC=C1)C=1N=NNC1)C